(4-(1-(tert-butoxycarbonyl)pyrrolidin-2-yl)-2-fluorophenyl)-6-methoxybenzo[d]imidazo[2,1-b]thiazole-7-carboxylic acid C(C)(C)(C)OC(=O)N1C(CCC1)C1=CC(=C(C=C1)C=1N=C2SC3=C(N2C1)C=C(C(=C3)C(=O)O)OC)F